BrC=1C(=CC=C2N=C(C(N(C12)C)=O)C)F 8-Bromo-7-fluoro-1,3-dimethylquinoxalin-2(1H)-one